C1(CCC1)C1(C[C@H](N(CC1)C(=O)C=1C=2C=CNC2C(=CC1OC)C)C1=CC=C(C(=O)O)C=C1)O 4-((2S)-4-cyclobutyl-4-hydroxy-1-(5-methoxy-7-methyl-1H-indole-4-carbonyl)piperidin-2-yl)benzoic acid